NC1=CC=C(C=C1)S 4-aminobenzenethiol